tris(2,2'-bipyridyl) ruthenium(II) hexafluorophosphate F[P-](F)(F)(F)(F)F.[Ru+2].N1=C(C=CC=C1)C1=NC=CC=C1.N1=C(C=CC=C1)C1=NC=CC=C1.N1=C(C=CC=C1)C1=NC=CC=C1.F[P-](F)(F)(F)(F)F